(E)-3-(4-chlorophenyl)-4-phenyl-N-((4-(trifluoromethyl)phenyl)sulfonyl)-4,5-dihydro-1H-pyrazole-1-carbimidoyl chloride ClC1=CC=C(C=C1)C1=NN(CC1C1=CC=CC=C1)\C(=N/S(=O)(=O)C1=CC=C(C=C1)C(F)(F)F)\Cl